(2R)-1-cyclopropylpropan-2-ol C1(CC1)C[C@@H](C)O